N(=[N+]=[N-])[C@H]1C[C@@H](C[C@@H]1OCC1=CC=CC=C1)O (1S,3S,4S)-3-azido-4-(benzyloxy)cyclopentane-1-ol